N1(C(CNCC1)C(=O)[O-])C(=O)[O-] Piperazine-1,2-dicarboxylate